ClC=1C=C2C=NC(N3C2=C(C1C1=C(C=C(C=C1)F)F)SCC(C3)OC)=O 10-chloro-11-(2,4-difluorophenyl)-3-methoxy-3,4-dihydro-2H,6H-[1,4]thiazepino[2,3,4-ij]quinazolin-6-one